ClC1=CC(=CC=2C(NC(C(OC21)([2H])[2H])([2H])[2H])([2H])[2H])N2C=CC1=CC(=CC=C21)F 9-chloro-7-(5-fluoroindol-1-yl)(2,2,3,3,5,5-2H6)-4H-1,4-benzoxazepine